1-Phenyl-3-phospholen-1-oxid C1(=CC=CC=C1)P1(CC=CC1)=O